BrC=1C=C2C(=NC1)N(C(=C2I)CC)S(=O)(=O)C2=CC=C(C)C=C2 5-bromo-2-ethyl-3-iodo-1-tosyl-1H-pyrrolo[2,3-b]pyridine